NC=1C=C2C=C(N(C2=CC1)COC)C(=O)OCC Ethyl 5-amino-1-(methoxymethyl)-1H-indole-2-carboxylate